(R)-N-(2-(4-(5-fluoropyridin-2-yl)-1,9-dioxaspiro[5.5]undecan-4-yl)ethyl)-2,3-dihydro-1H-inden-2-amine fumarate C(\C=C\C(=O)O)(=O)O.FC=1C=CC(=NC1)[C@@]1(CCOC2(C1)CCOCC2)CCNC2CC1=CC=CC=C1C2